(rac)-1,6-dimethyl-4-[4-(5-methyl-1,3-benzoxazol-2-yl)piperidin-1-yl]-2-oxo-7-[(oxolan-3-yl)oxy]-1,2-dihydroquinoline-3-carboxamide CN1C(C(=C(C2=CC(=C(C=C12)O[C@H]1COCC1)C)N1CCC(CC1)C=1OC2=C(N1)C=C(C=C2)C)C(=O)N)=O |r|